OC1=C2C(=C(N=N1)C)C=NC(=C2)C=2CCN(CC2)C(=O)OC(C)(C)C tert-butyl 4-(1-hydroxy-4-methylpyrido[3,4-d]pyridazin-7-yl)-3,6-dihydropyridine-1(2H)-carboxylate